3-[5-benzyloxy-1-(4-fluoro-3-methyl-phenyl)-2-isopropyl-indol-3-yl]-2-hydroxy-2-methyl-propionic acid methyl ester COC(C(CC1=C(N(C2=CC=C(C=C12)OCC1=CC=CC=C1)C1=CC(=C(C=C1)F)C)C(C)C)(C)O)=O